C(C)(C)(C)C=1C(=C(C=C(C1)CCC(=O)OCCCCCCCC)N1N=C2C(=N1)C=CC(=C2)Cl)O 2-(3'-tert-Butyl-2'-hydroxy-5'-(2-octyl-oxy-carbonyl-ethyl)phenyl)-5-chlorobenzotriazol